N-[4-fluoro-2-[rac-(3S)-3,4-dimethylpiperazin-1-yl]-5-[2-[rac-(2R)-2-methylmorpholin-4-yl]pyrimidin-5-yl]phenyl]-1-methyl-6-oxo-4-(trifluoromethyl)pyridine-3-carboxamide FC1=CC(=C(C=C1C=1C=NC(=NC1)N1C[C@H](OCC1)C)NC(=O)C1=CN(C(C=C1C(F)(F)F)=O)C)N1C[C@@H](N(CC1)C)C |r|